C(C)OC(=O)C=1N(C=C(C(C1Br)=O)C(=O)OCC)C(C)C 3-bromo-1-isopropyl-4-oxo-1,4-dihydropyridine-2,5-dicarboxylic acid diethyl ester